ClC1=C2CCN([C@@H](C2=C(C=C1)OCC=1N=NN(C1C(F)F)C)CN1CC2(CC2)CC1=O)C(=O)OC(C)(C)C tert-butyl (S)-5-chloro-8-((5-(difluoromethyl)-1-methyl-1H-1,2,3-triazol-4-yl) methoxy)-1-((6-oxo-5-azaspiro[2.4]hept-5-yl) methyl)-3,4-dihydroisoquinoline-2(1H)-carboxylate